(5-((5-fluoro-1-methyl-1H-benzo[d][1,2,3]triazol-6-yl)ethynyl)-8-(methylamino)-2,7-naphthyridin-3-yl)cyclopropanecarboxamide FC1=CC2=C(N(N=N2)C)C=C1C#CC1=C2C=C(N=CC2=C(N=C1)NC)C1(CC1)C(=O)N